2-((S)-1-(4-fluorophenyl)-3,4-dihydroisoquinolin-2(1H)-yl)-9-hydroxy-1-oxa-3,7-diazaspiro[4.4]non-2-ene-7-carboxylate FC1=CC=C(C=C1)[C@@H]1N(CCC2=CC=CC=C12)C=1OC2(CN1)CN(CC2O)C(=O)[O-]